Fluorodihydrofuranone FC1C(OCC1)=O